Methyl (2S)-1-[4-(4-Methoxyphenyl)Phenyl]Sulfonylpyrrolidine-2-Carboxylate COC1=CC=C(C=C1)C1=CC=C(C=C1)S(=O)(=O)N1[C@@H](CCC1)C(=O)OC